C(OCCCN(CC)CC)(OC(CCO)CCCCCCCC\C=C/C\C=C/CCCCC)=O 3-(diethylamino)propyl ((12Z,15Z)-1-hydroxyhenicosa-12,15-dien-3-yl) carbonate